BrC1=CC=C2C[C@@H](N(CC2=C1)C(=O)OC(C)(C)C)C(=O)O (3R)-7-bromo-2-tert-butoxycarbonyl-3,4-dihydro-1H-isoquinoline-3-carboxylic acid